1-(5-tert-butyl-isoxazol-3-yl)-3-[4-(5-isopropoxy-benzoimidazol-1-yl)-phenyl]-urea C(C)(C)(C)C1=CC(=NO1)NC(=O)NC1=CC=C(C=C1)N1C=NC2=C1C=CC(=C2)OC(C)C